C1(CCCCC1)C1=CC=C(C=C1)C=1NC=2N(C(C1)=O)N=C(C2C(=O)N2CC(C2)CF)C=2OC=CN2 5-(4-cyclohexylphenyl)-3-(3-(fluoromethyl)azetidine-1-carbonyl)-2-(oxazol-2-yl)pyrazolo[1,5-a]pyrimidin-7(4H)-one